NC1=CC=C(N=N1)C1CCN(CC1)C(=O)C1=CC(=C(C=N1)C=1C=NC(=CC1)OC(F)(F)F)OC [4-(6-Amino-pyridazin-3-yl)-piperidin-1-yl]-(4-methoxy-6'-trifluoromethoxy-[3,3']bipyridinyl-6-yl)-methanone